cyclopentyl-(4-(2-methyl-3-((5-phenylthiazol-2-yl)amino)benzyl)piperazin-1-yl)methanone C1(CCCC1)C(=O)N1CCN(CC1)CC1=C(C(=CC=C1)NC=1SC(=CN1)C1=CC=CC=C1)C